CCCCCCCCCCC[C@H]([C@H](C)N)O The molecule is a sphingoid that is tetradecasphinganine in which the terminal hydroxy group has been replaced by a hydrogen. It has a role as a metabolite. It is a sphingoid and an amino alcohol. It derives from a tetradecasphinganine.